4-phenyl-1-(p-tolyl)-3-trifluoromethyl-1H-pyrazole-5-carbonitrile C1(=CC=CC=C1)C=1C(=NN(C1C#N)C1=CC=C(C=C1)C)C(F)(F)F